(7S)-N'-((1,2,3,5,6,7-hexahydro-s-indacen-4-yl)carbamoyl)-7-methyl-5,6,7,8-tetrahydropyrazolo[5,1-b][1,3]oxazepine-3-sulfonimidamide C1CCC2=C(C=3CCCC3C=C12)NC(=O)N=S(=O)(N)C=1C=NN2C1OCC[C@@H](C2)C